CC12CC3(CC(CC(C1)(C3)C)(C2)OCCOCCOCCNC)CN2N=CC(=C2C)I 1-{[3,5-dimethyl-7-(2-{2-[2-(methylamino)ethoxy]ethoxy}ethoxy)tricyclo[3.3.1.13,7]dec-1-yl]methyl}-4-iodo-5-methyl-1H-pyrazole